4-(dimethylamino)-1-(3-hydroxyphenyl)pyrimidin-2(1H)-one CN(C1=NC(N(C=C1)C1=CC(=CC=C1)O)=O)C